NCCS(=O)(=O)OC(CCCCCCCCCCCCCC)=O.[K] potassium methylmyristoyl taurate